tert-butyl (3-hydroxy-2-methylpropyl)carbamate OCC(CNC(OC(C)(C)C)=O)C